CC(CS(=O)(=O)O)C.FC1CC(N(C1)C(CC1=NC=C(C=C1)F)=O)C(=O)NC(C1=CC=C(C=C1)C(C)C)C1=CC=CC=C1 4-fluoro-1-[2-(5-fluoropyridin-2-yl)acetyl]-N-{phenyl-[4-(prop-2-yl)phenyl]methyl}pyrrolidine-2-carboxamide 2-methylpropansulfonate